C1(=CC=CC=C1)C(C(N1CCCC1)(C1=CC=CC=C1)C1=CC=CC=C1)OP(=O)(O)[N-]Br triphenyl-(2-(pyrrolidin-1-yl)ethyl)phosphonobromoamide